C(C1=CC=CC=C1)C1(CN(CC1)S(=O)(=O)C1=NN(N=C1)C)C=1C=C2C=NN(C2=CC1C)C=1C=C(C(N(C1)C)=O)C1CC1 5-(5-(3-benzyl-1-((2-methyl-2H-1,2,3-triazol-4-yl)sulfonyl)pyrrolidin-3-yl)-6-methyl-1H-indazol-1-yl)-3-cyclopropyl-1-methylpyridin-2(1H)-one